COC(=O)[C@H]1CCCC=2N1C(N(N2)CC2=C(C=CC=C2)C)=O |r| Methyl-(5RS)-2-(2-methylbenzyl)-3-oxo-2,3,5,6,7,8-hexahydro[1,2,4]triazolo[4,3-a]pyridine-5-carboxylate